C1(CC1)N1N=C(C=C1CO)S(=O)(=O)N(CC1=CC=C(C=C1)OC)CC1=CC=C(C=C1)OC 1-cyclopropyl-5-(hydroxymethyl)-N,N-bis(4-methoxybenzyl)-1H-pyrazole-3-sulfonamide